FC1=C(C=O)C=CC(=C1)C=1C=CC=2C(N(C(C3=CC=CC1C23)=O)CCCCCC)=O 2-fluoro-4-(2-hexyl-2,3-dihydro-1,3-dioxo-1H-benzo[de]isoquinolin-6-yl)benzaldehyde